4-(2-azidopropan-2-yl)-2-(benzyloxy)-1-bromobenzene N(=[N+]=[N-])C(C)(C)C1=CC(=C(C=C1)Br)OCC1=CC=CC=C1